COC1=CC=C(C=C1)C(CC(=O)C1=CC=C(C=C1)OC)=O 1,3-bis(4-methoxyphenyl)-1,3-propanedione